2-[3-[2-[tert-butyl(diphenyl)silyl]oxycyclopentyl]pyrido[2,3-b]pyrazin-6-yl]-3,5-dimethyl-phenol [Si](C1=CC=CC=C1)(C1=CC=CC=C1)(C(C)(C)C)OC1C(CCC1)C1=CN=C2C(=N1)N=C(C=C2)C2=C(C=C(C=C2C)C)O